6-(2-chloropyrimidin-4-yl)-1-isopropyl-2-methoxy-1H-imidazo[4,5-b]pyridine ClC1=NC=CC(=N1)C=1C=C2C(=NC1)N=C(N2C(C)C)OC